bis(2-ethylhexyl) azelate C(CCCCCCCC(=O)OCC(CCCC)CC)(=O)OCC(CCCC)CC